1-(5-(trifluoromethyl)pyrimidin-2-yl)piperidine-3-carboxamide FC(C=1C=NC(=NC1)N1CC(CCC1)C(=O)N)(F)F